COCCOC1=C(C=CC=C1)C=1C=C2CC(C(C2=CC1)NC(O[C@@H]1CN2CCC1CC2)=O)(C)C (S)-quinuclidin-3-yl (5-(2-(2-methoxyethoxy)phenyl)-2,2-dimethyl-2,3-dihydro-1H-inden-1-yl)carbamate